ClC1=CC(=C(C=C1)C1=NC(=CC=2N=C(N(C(C21)=O)C)C)N2C[C@H](OCC2)C2=CC=C(C=C2)OC)F 5-(4-chloro-2-fluoro-phenyl)-7-((2R)-2-(4-methoxyphenyl)-4-morpholinyl)-2,3-dimethylpyrido[4,3-d]-pyrimidin-4(3H)-one